(S)-2-((4-((6-((4-cyano-2-fluorophenylsulfanyl)methyl)pyridin-2-yl)oxyl)piperidine-1-yl)methyl)-1-(oxetan-2-ylmethyl)-1H-benzo[d]imidazole-6-carboxylic acid C(#N)C1=CC(=C(C=C1)SCC1=CC=CC(=N1)OC1CCN(CC1)CC1=NC2=C(N1C[C@H]1OCC1)C=C(C=C2)C(=O)O)F